Pentacosylic acid C(CCCCCCCCCCCCCCCCCCCCCCCC)(=O)O